methyl ((1-benzylcyclopropoxy)carbonyl)-L-leucinate C(C1=CC=CC=C1)C1(CC1)OC(=O)N[C@@H](CC(C)C)C(=O)OC